C(CCCC)(=O)OC1=CC=C(NC(CC(=O)C)=O)C=C1 4'-valeryloxyacetoacetanilide